CN1S(C=2N(C(C1)C(=O)O)C(C(=C(C2C2=CC(=CC=C2)C(F)(F)F)CC2=CC=CC1=CC=CC=C21)NC2CCNCC2)=O)(=O)=O 2-methyl-8-(naphthalen-1-ylmethyl)-6-oxo-7-(piperidin-4-ylamino)-9-(3-(trifluoromethyl)phenyl)-3,4-dihydro-2H,6H-pyrido[1,2-e][1,2,5]thiadiazine-4-carboxylic acid 1,1-dioxide